Ethyl (2E)-3-[2-(1,1-dioxido-2,3-dihydro-1,4-benzothiazepin-4(5H)-yl)-6-ethylquinolin-4-yl]prop-2-enoate O=S1(CCN(CC2=C1C=CC=C2)C2=NC1=CC=C(C=C1C(=C2)/C=C/C(=O)OCC)CC)=O